tert-butyl (3S)-4-{5-cyclopropyl-7H-pyrrolo[2,3-d]pyrimidin-4-yl}-3-methylpiperazine-1-carboxylate C1(CC1)C1=CNC=2N=CN=C(C21)N2[C@H](CN(CC2)C(=O)OC(C)(C)C)C